2-Carbamoyl-1-{3-[7,8-dimethyl-2,4-dioxo-10-butyl-4,10-dihydro-2H-benzo[g]pteridin-3-yl]propyl}-pyridinium iodide [I-].C(N)(=O)C1=[N+](C=CC=C1)CCCN1C(N=C2N(C3=C(N=C2C1=O)C=C(C(=C3)C)C)CCCC)=O